C(CCCC)C(CO)CO 2-pentylpropan-1,3-diol